(1R,2S,5S)-5-(4-chlorobenzyl)-2-(chloromethyl)-2-methyl-1-(1H-1,2,4-triazol-1-ylmethyl)cyclopentane-1-ol ClC1=CC=C(C[C@@H]2CC[C@]([C@@]2(O)CN2N=CN=C2)(C)CCl)C=C1